2-(5-chloro-2-(1H-tetrazol-5-yl)phenyl)-N-(6-(((6-cyclopropylimidazo[1,2-a]pyridin-2-yl)methyl)amino)pyrimidin-4-yl)acetamide ClC=1C=CC(=C(C1)CC(=O)NC1=NC=NC(=C1)NCC=1N=C2N(C=C(C=C2)C2CC2)C1)C1=NN=NN1